CS(=O)(=O)CC1CCN(CC1)CC1=CC(=CC=C1)[N+](=O)[O-] 4-(methanesulfonylmethyl)-1-[(3-nitrophenyl)methyl]piperidine